6-(2-hydroxyethyl)-4-methylpyridazin OCCC1=CC(=CN=N1)C